1-methylidene-3,4-dihydro-2H-naphthalene C=C1CCCC2=CC=CC=C12